C(C)OC(=O)C1N(C(=NC12C(N(C1=CC=CC=C21)C(CC)=O)=O)C2=CC=CC=C2)C2=CC=CC=C2 2'-oxo-1,2-diphenyl-1'-propionyl-1,5-dihydro-spiro[imidazole-4,3'-indoline]-5-carboxylic acid ethyl ester